N1C=NC2=C1C=CC(=C2)N2C(NCC2C2=CC=C(C=C2)OCCC)=O 1-(1H-benzo[d]imidazole-5-yl)-5-(4-propoxyphenyl)imidazolidin-2-one